(1S)-2-tert-butoxycarbonyl-7-chloro-8-methoxy-1-methyl-1,3-dihydropyrrolo[3,4-c]quinoline-6-carboxylic acid C(C)(C)(C)OC(=O)N1CC=2C=NC3=C(C(=C(C=C3C2[C@@H]1C)OC)Cl)C(=O)O